ClC=1C(=C(C=CC1OC[C@@H]1COCC1)NC=1C2=C(N=CN1)C=CC(=N2)N2CC1(CCN1)C2)F (S)-N-(3-chloro-2-fluoro-4-((tetrahydrofuran-3-yl)methoxy)phenyl)-6-(1,6-diazaspiro[3.3]heptan-6-yl)pyrido[3,2-d]pyrimidin-4-amine